6-(1,1,1-trifluoro-2-hydroxypropan-2-yl)nicotinamide FC(C(C)(O)C1=NC=C(C(=O)N)C=C1)(F)F